2,5-diacetoxy-2,5-dihydrofurane C(C)(=O)OC1OC(C=C1)OC(C)=O